1-((4-Chlorophenyl)methyl)-1h-pyrrole ClC1=CC=C(C=C1)CN1C=CC=C1